NC1=C2N(N=C1)CCN2 7-amino-2,3-dihydro-1H-imidazo[1,2-b]pyrazole